rac-Benzyl ((1R,2R,3S,4S)-3-(((1-methylcyclobutyl)methyl)carbamoyl)-7-oxabicyclo[2.2.1]heptan-2-yl)carbamate CC1(CCC1)CNC(=O)[C@H]1[C@H]([C@H]2CC[C@@H]1O2)NC(OCC2=CC=CC=C2)=O |r|